3-[4-(2-oxoimidazolidin-1-yl)phenyl]-6-{4-[4-(propan-2-yl)piperazin-1-yl]phenyl}-1,2-dihydroquinolin-2-one O=C1N(CCN1)C1=CC=C(C=C1)C=1C(NC2=CC=C(C=C2C1)C1=CC=C(C=C1)N1CCN(CC1)C(C)C)=O